tert-butyl 4-(4-isopropyl-3-methyl-5-(8-methyl-[1,2,4]triazolo[1,5-a]pyridin-6-yl)-6H-thieno[2,3-b]pyrrol-2-yl)-3,6-dihydropyridine-1(2H)-carboxylate C(C)(C)C=1C2=C(NC1C=1C=C(C=3N(C1)N=CN3)C)SC(=C2C)C=2CCN(CC2)C(=O)OC(C)(C)C